1-(2-oxo-4-amino-1,2-dihydropyrimidin-1-yl)-2-deoxy-2,2-difluororibose hydrochloride Cl.O=C1N(C=CC(=N1)N)C(=O)C([C@H](O)[C@H](O)CO)(F)F